5-acetyl-4-(benzo[b]thiophen-3-yl)-6-(methoxymethyl)-2-methyl-1,4-dihydropyridine-3-carboxylic acid methyl ester COC(=O)C1=C(NC(=C(C1C=1C2=C(SC1)C=CC=C2)C(C)=O)COC)C